C(C1=CC=CC=C1)OC(=O)[C@H](C)OC(=O)[C@H](C)OC(=O)[C@H](C)OC(=O)[C@H](C)OC(=O)[C@H](C)OC([C@H](C)O)=O (S)-2-hydroxy-propionic acid (S)-1-((S)-1-{(S)-1-[(S)-1-((S)-1-benzyloxycarbonyl-ethoxycarbonyl)-ethoxycarbonyl]-ethoxycarbonyl}-ethoxycarbonyl)-ethyl ester